[(3aR,7aS)-5-[1-(2,2-difluoroethyl)-1H-pyrazolo[3,4-b]pyrazin-6-yl]-octahydro-1H-pyrrolo[3,4-c]pyridin-2-yl]-4-(trifluoromethyl)pyridine FC(CN1N=CC=2C1=NC(=CN2)N2C[C@H]1[C@H](CC2)CN(C1)C1=NC=CC(=C1)C(F)(F)F)F